(4-azaspiro[2.4]heptan-4-yl)(4,5,6,7-tetrahydroisoxazolo[4,5-c]pyridin-3-yl)methanone hydrochloride Cl.C1CC12N(CCC2)C(=O)C2=NOC1=C2CNCC1